N,N-dipropyl-1-propylamine C(CC)N(CCC)CCC